2-isopropoxy-4-(4-hydroxy-piperidin-1-yl)aniline C(C)(C)OC1=C(N)C=CC(=C1)N1CCC(CC1)O